6-nitro-1-(1-(3-(2,2,2-trifluoroethoxy)phenyl)ethyl)quinoxalin-2(1H)-one [N+](=O)([O-])C=1C=C2N=CC(N(C2=CC1)C(C)C1=CC(=CC=C1)OCC(F)(F)F)=O